F\C(=C/C=1C=C(C(=O)N[C@@H]2[C@H](CCCC2)O)C=CC1C)\C1=CN=C2N1N=CC=C2 3-[(Z)-2-fluoro-2-(imidazo[1,2-b]pyridazin-3-yl)vinyl]-N-[(1S,2S)-2-hydroxycyclohexyl]-4-methylbenzamide